6-ethyl-pyridinium bromide [Br-].C(C)C1=CC=CC=[NH+]1